C(C)OC1=NN(C(=C1C(=O)N[C@@H]1C(NC2=C(C(=N1)C1=CC=CC=C1)C=CC=C2F)=O)C2=C(C=CC=C2)F)CC 3-Ethoxy-1-ethyl-N-[(3S)-9-fluoro-2-oxo-5-phenyl-1,3-dihydro-1,4-benzodiazepin-3-yl]-5-(2-fluorophenyl)pyrazole-4-carboxamide